C1(CC1)C1=CC(=C(C2=C1OC1(CCC(CC1)CN(C)C)O2)C)C(=O)OC methyl 7-cyclopropyl-4'-((dimethylamino) methyl)-4-methylspiro[benzo[d][1,3]dioxole-2,1'-cyclohexane]-5-carboxylate